C(#N)C(C(=O)O)=CC1=CC2=C(C=C(O2)C2=CC=C(C=C2)OC)C=C1 2-cyano-3-(2-(4-methoxyphenyl)benzofuran-6-yl)acrylic acid